C(C)(C)(C)OC(=O)N(C(OC(C)(C)C)=O)C1=NN2C(C=C(C=C2)C2=NC(=CC=C2F)Cl)=N1 tert-butyl (tert-butoxycarbonyl)(7-(6-chloro-3-fluoropyridin-2-yl)-[1,2,4]triazolo[1,5-a]pyridin-2-yl)carbamate